platinum Carbon [C].[Pt]